4-((5-methyl-2H-tetrazol-2-yl)(phenyl)methyl)piperidine trifluoroacetate FC(C(=O)O)(F)F.CC=1N=NN(N1)C(C1CCNCC1)C1=CC=CC=C1